tert-Butyl 4-[4-fluoro-6-(4,4,5,5-tetramethyl-1,3,2-dioxaborolan-2-yl)-1,3-benzothiazol-2-yl]piperidine-1-carboxylate FC1=CC(=CC2=C1N=C(S2)C2CCN(CC2)C(=O)OC(C)(C)C)B2OC(C(O2)(C)C)(C)C